C(C)(C)(C)OC(NC1=NC=C(C=C1C)NC(C(=O)N1[C@H](C[C@H](CC1)C#N)C1=CC=CC=C1)=O)=O.FC=1C=C(C=CC1F)C=1N=C(SC1)NC(C(C)C1=CC=C(C=C1)CC(C)C)=O N-(4-(3,4-difluorophenyl)thiazol-2-yl)-2-(4-isobutylphenyl)propionamide tert-butyl-N-[5-[[2-[(2R,4S)-4-cyano-2-phenyl-1-piperidyl]-2-oxo-acetyl]amino]-3-methyl-2-pyridyl]carbamate